3-fluoro-5-((1,1,2,2,3,3-hexafluoro-2a-hydroxy-4-oxo-2,2a,3,4-tetrahydro-1H-cyclopenta[cd]inden-5-yl)oxy)benzonitrile FC=1C=C(C#N)C=C(C1)OC1=C2C=3C(C(C(C3C=C1)(F)F)(F)F)(C(C2=O)(F)F)O